C1(CCCCCCC1)C(C(=O)NC1=CC=C2C(=C1)NC(C21CCOCC1)=O)NC(N(C)C)=O 2-Cyclooctyl-2-(dimethyl-carbamoylamino)-N-(2-oxospiro[1H-indole-3,4'-oxane]-6-yl)acetamide